FC=1C=C(C=C(C1[C@H]1N([C@@H](CC2=C1NC1=CC=CC=C21)C)[C@@H]2COCC2)F)/C=C/C(=O)O (E)-3-(3,5-difluoro-4-((1R,3R)-3-methyl-2-((S)-tetrahydrofuran-3-yl)-2,3,4,9-tetrahydro-1H-pyrido[3,4-b]Indol-1-yl)phenyl)acrylic acid